C(C)(C)(C)OC(=O)NCC[N+]=1N(C=CC1)CCCNC(=O)OC(C)(C)C 2-(2-((tert-butoxycarbonyl)amino)ethyl)-1-(3-((tert-butoxycarbonyl)-amino)propyl)-1H-pyrazol-2-ium